4-piperidinepropanol N1CCC(CC1)CCCO